C(C1=CC=CC=C1)OCC=1N(C=2N(C(N=C(C2N1)O)=O)CC)C 8-((benzyloxy)methyl)-3-ethyl-6-hydroxy-9-methyl-3,9-dihydro-2H-purin-2-one